ClC1=C(C=CC2=C1C(=NCC(N2)=O)C2=C(C(=CC=C2F)OC)F)Cl 6,7-dichloro-5-(2,6-difluoro-3-methoxy-phenyl)-1,3-dihydro-1,4-benzodiazepine-2-One